NC=1C=NC2=CC=CC=C2C1N[C@@H](C(C)(O)C)[C@H](C)O[Si](C)(C)C(C)(C)C (3R,4S)-3-[(3-amino-4-quinolinyl)amino]-4-[tert-butyl-(dimethyl)silyl]oxy-2-methyl-pent-an-2-ol